CC(CC(=O)O)(C)C1=CC=CC=C1 2-methyl-2-phenylpropyl-carboxylic acid